1-((1-methoxycyclopropyl)methyl)-3-methyl-N-(7-methyl-[1,2,4]triazolo[1,5-a]pyridin-6-yl)-1H-pyrazolo[3,4-d]pyrimidin-6-amine COC1(CC1)CN1N=C(C=2C1=NC(=NC2)NC=2C(=CC=1N(C2)N=CN1)C)C